[N+](=O)([O-])C1COCO1 5-nitro-[1,3]dioxolane